6-[3-[[1r,3s]-3-fluoro-1-(4-methyl-1,2,4-triazol-3-yl)cyclobutyl]phenyl]-2-[[(3S)-3-methyl-1-piperidinyl]methyl]-4-(trifluoromethyl)-1H-pyrrolo[2,3-c]pyridin-7-one FC1CC(C1)(C1=NN=CN1C)C=1C=C(C=CC1)N1C(C2=C(C(=C1)C(F)(F)F)C=C(N2)CN2C[C@H](CCC2)C)=O